BrC=1C(=NC(=NC1)NC1=CC(=C(C(=C1)OC)OC)OC)OC1=C(C(=O)NC)C=CC=C1 2-[[5-bromo-2-[(3,4,5-trimethoxyphenyl)amino]-4-pyrimidinyl]oxy]-N-methyl-benzamide